4-methyl-sulfonyl-phenyl-diphenyl-sulfonium CS(=O)(=O)C1=CC=C(C=C1)[S+](C1=CC=CC=C1)C1=CC=CC=C1